C(C)C1N(C(C2=CC(=C(C=C12)OC)OC)=O)C=1C=NC(=NC1)C1=NC=CC=N1 3-ethyl-5,6-dimethoxy-2-(2-pyrimidin-2-ylpyrimidin-5-yl)isoindolin-1-one